NS(=O)(C1=CN=C(S1)C(C([2H])([2H])[2H])(C([2H])([2H])[2H])O)=NC(OC(C)(C)C)=O Tert-butyl (amino(2-(2-hydroxypropan-2-yl-1,1,1,3,3,3-d6)thiazol-5-yl)(oxo)-λ6-sulfaneylidene)carbamate